Ethyl 9-(5-bromothiazol-2-yl)-6-isopropyl-10-methoxy-2-oxo-6,7-dihydro-2H-pyrido[2,1-a]isoquinoline-3-carboxylate BrC1=CN=C(S1)C=1C=C2CC(N3C(C2=CC1OC)=CC(C(=C3)C(=O)OCC)=O)C(C)C